C(C)(C)(C)C(=O)NS N-t-butylcarbonyl-sulfenamide